COC=1C=CC2=C(N(C(=N2)C)C)C1CNC(=O)C=1SC(=CC1)C(F)(F)F N-((6-methoxy-1,2-dimethyl-1H-benzimidazol-7-yl)methyl)-5-(trifluoromethyl)-thiophene-2-carboxamide